(S)-6-{[(1-(bicyclo[1.1.1]pentan-1-yl)-1H-1,2,3-triazol-4-yl)(2-methyl-1-oxo-1,2-dihydroisoquinolin-5-yl)methyl]amino}-8-chloro-4-(neopentylamino)-1,5-naphthyridine-3-carbonitrile C12(CC(C1)C2)N2N=NC(=C2)[C@H](C2=C1C=CN(C(C1=CC=C2)=O)C)NC=2N=C1C(=C(C=NC1=C(C2)Cl)C#N)NCC(C)(C)C